N-(5-(3,5-difluorobenzyl)-1H-indazol-3-yl)-4-(4-((2-(2,6-dioxopiperidin-3-yl)-4-fluoro-1,3-dioxoisoindolin-5-yl)methyl)piperazin-1-yl)-2-((tetrahydro-2H-pyran-4-yl)amino)benzamide FC=1C=C(CC=2C=C3C(=NNC3=CC2)NC(C2=C(C=C(C=C2)N2CCN(CC2)CC=2C(=C3C(N(C(C3=CC2)=O)C2C(NC(CC2)=O)=O)=O)F)NC2CCOCC2)=O)C=C(C1)F